1,3-di(4-nitrobenzyl)thiourea [N+](=O)([O-])C1=CC=C(CNC(=S)NCC2=CC=C(C=C2)[N+](=O)[O-])C=C1